N-((2R,4S,5R)-5-(((S)-1-(benzyloxy)propan-2-yl)oxy)-2-((S)-1-(4-fluorophenyl)-1,2,3,4-tetrahydroisoquinoline-2-carbonyl)tetrahydro-2H-pyran-4-yl)-4-methyl-benzenesulfonamide C(C1=CC=CC=C1)OC[C@H](C)O[C@@H]1[C@H](C[C@@H](OC1)C(=O)N1[C@H](C2=CC=CC=C2CC1)C1=CC=C(C=C1)F)NS(=O)(=O)C1=CC=C(C=C1)C